COC1CCC(CC1)CN1[C@H](CN(CC1)CC1=CC=2N(C=C1)N=CC2N2C(NC(CC2)=O)=O)C 1-(5-(((S)-4-(((1s,4R)-4-methoxycyclohexyl)methyl)-3-methylpiperazin-1-yl)methyl)pyrazolo[1,5-a]pyridin-3-yl)dihydropyrimidine-2,4(1H,3H)-dione